OCCCNC(C=C)=O N-(hydroxypropyl)acrylamide